F[P-](F)(F)(F)(F)F.F[P-](F)(F)(F)(F)F.[Ru+2].C(=O)(O)C1(CC=C(N=C1)C1=NC=CC=C1)C(=O)O (5,5-dicarboxyl-2,2-bipyridine) ruthenium bis(hexafluorophosphate)